N-(2-(difluoromethyl)-4-sulfamoyl-2H-indazol-6-yl)-2-(3-(2-methoxyethoxy)phenyl)acetamide FC(N1N=C2C=C(C=C(C2=C1)S(N)(=O)=O)NC(CC1=CC(=CC=C1)OCCOC)=O)F